NCCC1(CN(C(C1)=O)C=1C=CC=2OCC(NC2N1)=O)NC(OC(C)(C)C)=O tert-Butyl N-[3-(2-aminoethyl)-5-oxo-1-(3-oxo-4H-pyrido[3,2-b][1,4]oxazin-6-yl)pyrrolidin-3-yl]carbamate